[(1R)-1-[5-[[(2R)-2-[[4-[[5-chloro-4-[6-[(4-cyanotetrahydropyran-4-yl)methylamino]-2-pyridyl]-2-pyridyl]amino]cyclohexyl]amino]propoxy]methyl]tetrazol-2-yl]ethyl]ethyl carbonate C(OCC[C@@H](C)N1N=C(N=N1)COC[C@@H](C)NC1CCC(CC1)NC1=NC=C(C(=C1)C1=NC(=CC=C1)NCC1(CCOCC1)C#N)Cl)([O-])=O